C(C)OC(=C)C1=C2N=C(C(=NC2=CC(=C1)C)C#N)N1CC2=CC=CC=C2C1 5-(1-ethoxyvinyl)-3-(isoindolin-2-yl)-7-methylquinoxaline-2-carbonitrile